2-morpholino-8-phenyl-4-(pyridin-3-ylmethoxy)-6H-pyrimido[5,4-b][1,4]oxazin-7(8H)-one O1CCN(CC1)C=1N=C(C=2OCC(N(C2N1)C1=CC=CC=C1)=O)OCC=1C=NC=CC1